FC1(CCN(CC1)C=1N=C(C=C2C1OC=C2)NC(C2=C(C=C(C=C2N2CCC1(CC1)CC2)NS(=O)(=O)C(C)C)F)=O)F N-(7-(4,4-difluoropiperidin-1-yl)furo[2,3-c]pyridin-5-yl)-2-fluoro-4-((1-methylethyl)sulfonamido)-6-(6-azaspiro[2.5]octan-6-yl)benzamide